3-(1,2,5,6-tetrahydro-pyridin-3-yl)-1H-pyrrolo[2,3-b]Pyridine N1CC(=CCC1)C1=CNC2=NC=CC=C21